(3R,4R) and (3S,4S)-N,N-di(tertbutyloxycarbonyl)-7-(1-(4-((tert-butyldiphenylsilyl)oxy)-3-methyltetrahydrofuran-3-yl)piperidin-4-yl)-6-chloroquinazolin-2-amine C(C)(C)(C)OC(=O)N(C1=NC2=CC(=C(C=C2C=N1)Cl)C1CCN(CC1)[C@@]1(COC[C@@H]1O[Si](C1=CC=CC=C1)(C1=CC=CC=C1)C(C)(C)C)C)C(=O)OC(C)(C)C |r|